5-chloro-α,α,2-trifluoro-3-pyridinepropionic acid ClC=1C=C(C(=NC1)F)CC(C(=O)O)(F)F